BrC1=CC=C2C(=N1)N(C(=C2)C=O)S(=O)(=O)C2=CC=CC=C2 6-bromo-1-(phenylsulfonyl)-1H-pyrrolo[2,3-b]pyridine-2-carbaldehyde